(R)-5-((R)-3-methylmorpholino)-3,3a,4,9-tetrahydro-2H-isoxazolo[2,3-b]isoquinolin-2-one C[C@@H]1COCCN1C1=C2C[C@H]3N(CC2=CC=C1)OC(C3)=O